R-(+)-1-(1-naphthyl)ethylamine hydrobromide Br.C1(=CC=CC2=CC=CC=C12)[C@@H](C)N